(E)-N-(tert-butyl)-6-(4-(diethylamino)phenyl)-3-(4-(diethylamino)styryl)-2-methylimidazo[1,2-b][1,2,4]triazin-7-amine C(C)(C)(C)NC1=C(N=C2N1N=C(C(=N2)\C=C\C2=CC=C(C=C2)N(CC)CC)C)C2=CC=C(C=C2)N(CC)CC